methyl 3-butyl-7-(methylthio)-5-phenyl-2,3,4,5-tetrahydro-1,2,5-benzothiadiazepine-8-carboxylate 1,1-dioxide C(CCC)C1NS(C2=C(N(C1)C1=CC=CC=C1)C=C(C(=C2)C(=O)OC)SC)(=O)=O